BrC1=CC=CC(=N1)C(=O)NC=1C=NC(=CC1)C(F)(F)F 6-bromo-N-(6-(trifluoromethyl)pyridin-3-yl)pyridineamide